phenanthren-3-yl dimethylaminosulfonate CN(C)S(=O)(=O)OC=1C=CC=2C=CC3=CC=CC=C3C2C1